C1=CC=CC=2C3=CC=CC=C3C(C12)COC(N[C@H](C(N[C@H](C(NCOCCC(=O)OCC1=CC=CC=C1)=O)C)=O)C(C)C)=O benzyl (5S,8S)-1-(9H-fluoren-9-yl)-5-isopropyl-8-methyl-3,6,9-trioxo-2,12-dioxa-4,7,10-triazapentadecan-15-oate